Cl.CC1=C(CNC=2C=3N(C=C(C2)NC(N(C)CC)=O)C(=C(N3)C)C)C(=CC=C1)C 3-(8-((2,6-dimethylbenzyl)amino)-2,3-dimethylimidazo[1,2-a]pyridin-6-yl)-1-ethyl-1-methylurea hydrochloride